C(C)(C)(C)OC(=O)N1[C@H](CCC1)C(C(=O)O)=C R-(1-tert-butoxycarbonylpyrrolidine-2-yl)acrylic acid